α-L-arabinopyranose O[C@H]1[C@H](O)[C@@H](O)[C@@H](O)CO1